tert-butyl 7-(7-bromo-8-fluoro-6-iodo-2-{[1-(3-methoxypropyl) piperidin-4-yl] oxy} quinazolin-4-yl)-2,7-diazaspiro[3.5]nonane-2-carboxylate BrC1=C(C=C2C(=NC(=NC2=C1F)OC1CCN(CC1)CCCOC)N1CCC2(CN(C2)C(=O)OC(C)(C)C)CC1)I